3-bromo-5-(chloromethyl)pyridine BrC=1C=NC=C(C1)CCl